(S)-4-(amino-methyl)-N'-((1,2,3,5,6,7-hexahydro-s-indacen-4-yl)carbamoyl)benzene-sulfonimidamide NCC1=CC=C(C=C1)[S@](=O)(N)=NC(NC1=C2CCCC2=CC=2CCCC12)=O